6-(4-((1H-indazol-5-yl)amino)pyrimidin-2-yl)-N-(isoxazol-4-yl)-1H-indole-2-carboxamide N1N=CC2=CC(=CC=C12)NC1=NC(=NC=C1)C1=CC=C2C=C(NC2=C1)C(=O)NC=1C=NOC1